C(C)(C)(C)N1CCC2(CC1)COC1=CC=3C(N(CC3C=C12)C1C(NC(CC1)=O)=O)=O tert-butyl-6-(2,6-dioxopiperidin-3-yl)-7-oxo-6,7-dihydro-2H,5H-spiro[furo[2,3-f]isoindole-3,4'-piperidine]